C(C)(=O)OI(OC(C)=O)C1=CC=CC=C1 (Di(acetoxy)iodo)benzene